BrC1=C(C(=NC=C1)C)N bromo-2-methylpyridin-3-amine